N[C@@H]([C@@H](C)CC)C(=O)N1[C@@H]([C@H]2C([C@H]2C1)(C)C)C(=O)[O-] (1R,2S,5S)-3-(L-isoleucyl)-6,6-dimethyl-3-azabicyclo[3.1.0]hexane-2-carboxylate